2-(4-isopropylphenoxy)-N-methylethan-1-amine C(C)(C)C1=CC=C(OCCNC)C=C1